ClC1=C(C(=O)N2CCN(CC2)C(CCCC(=O)OC)=O)C=CC(=C1)NC(=O)C=1N(C(=CN1)C1=C(C(=C(C=C1)C=1C=NN(C1C)CCOC)F)F)C Methyl 5-[4-[2-chloro-4-[[5-[2,3-difluoro-4-[1-(2-methoxyethyl)-5-methyl-pyrazol-4-yl] phenyl]-1-methyl-imidazole-2-carbonyl] amino] benzoyl] piperazino]-5-keto-pentanoate